(R)-1-(2-methyl-3-(trifluoromethyl)phenyl)-ethanamine CC1=C(C=CC=C1C(F)(F)F)[C@@H](C)N